C(C1=CC(OC)=C(O)C=C1)NC(CCCCCCC(C)C)=O N-vanillyl-8-methyl-1-nonanamide